COC(=O)C1=CC2=C(C=N1)C=NN2CC(F)F.C(C(C)C)NC(=O)N2[C@@H](CC(CC2)C2=CC1=C(N(C(O1)=O)C)C=C2)C N-iso-Butyl-(2R)-methyl-4-(3-methyl-2-oxo-1,3-benzoxazol-6-yl)piperidine-1-carboxamide methyl-1-(2,2-difluoroethyl)-1H-pyrazolo[4,3-c]pyridine-6-carboxylate